CN1CCC(CC1)OC1=CN=CC2=CC=C(C=C12)C1=CN=C(S1)C#CC1CCOCC1 5-(4-((1-methylpiperidin-4-yl)oxy)isoquinolin-6-yl)-2-((tetrahydro-2H-pyran-4-yl)ethynyl)thiazole